(R)-1,4-Dimethyl-6-(prop-1-en-2-yl)-2-(3-((5-(trifluoromethyl)pyrimidin-2-yl)amino)piperidin-1-yl)-1H-benzo[d]imidazol-5-amine CN1C(=NC2=C1C=C(C(=C2C)N)C(=C)C)N2C[C@@H](CCC2)NC2=NC=C(C=N2)C(F)(F)F